3-[[4-[(1S,2R)-2-[Benzyl(methyl)amino]-1-isobutyl-4-methyl-pentoxy]-6-(2,6-dimethylphenyl)pyrimidin-2-yl]sulfamoyl]benzoic acid C(C1=CC=CC=C1)N([C@@H]([C@@H](OC1=NC(=NC(=C1)C1=C(C=CC=C1C)C)NS(=O)(=O)C=1C=C(C(=O)O)C=CC1)CC(C)C)CC(C)C)C